tert-butyl 3-oxo-2,4,4a,5,6,8-hexahydropyrido[3,4-c]pyridazine-7(3H)-carboxylate O=C1CC2C(=NN1)CN(CC2)C(=O)OC(C)(C)C